C(C)(C)(C)OC(=O)N(C1=NC2=CC(=C(C=C2C(=N1)N1CCN(CC1)C(=O)OC(C)(C)C)Cl)B1OC(C(O1)(C)C)(C)C)CCN(C)C tert-butyl 4-(2-[[(tert-butoxy)carbonyl] [2-(dimethylamino)ethyl]amino]-6-chloro-7-(tetramethyl-1,3,2-dioxaborolan-2-yl)quinazolin-4-yl)piperazine-1-carboxylate